C1(CCCCC1)C=1C(=C(C=CC1)C(C1=C(C=CC=C1)O)C1=C(C(=CC=C1)C1CCCCC1)O)O bis(cyclohexylhydroxyphenyl)(hydroxyphenyl)methane